water Gold [Au].O